2-(3-{3-[(3,5-dimethyladamantan-1-yl)amino]pyrrolidin-1-yl}-1,2,4-triazin-6-yl)-5-(1H-pyrazol-4-yl)phenol CC12CC3(CC(CC(C1)(C3)C)C2)NC2CN(CC2)C=2N=NC(=CN2)C2=C(C=C(C=C2)C=2C=NNC2)O